(2R)-2-benzyl-2-methyl-but-3-enoic acid C(C1=CC=CC=C1)[C@@](C(=O)O)(C=C)C